α-METHYLSTYRENE CC(=C)C1=CC=CC=C1